O=C1NC2=CC(=CC=C2C1)C(=O)NC1=CC=NC=C1 2-oxo-N-(pyridin-4-yl)indoline-6-carboxamide